ClC1=CC=C(C(=N1)C(=O)O)N[C@@H](C)C=1C=C(C=C2C(N(C(=NC12)N1CC2=NN(C=C2C1)C)C)=O)F (S)-6-chloro-3-((1-(6-fluoro-3-methyl-2-(2-methyl-2,6-dihydropyrrolo[3,4-c]pyrazol-5(4H)-yl)-4-oxo-3,4-dihydroquinazolin-8-yl)ethyl)amino)picolinic acid